FC(CN1N=CC(=C1)C1=NC=CC(=N1)C1(NC=C(C(=C1)NC1CCC(CC1)F)C1=NN(C=C1)CC(F)(F)F)N)F 2-(2-(1-(2,2-Difluoroethyl)-1H-pyrazol-4-yl)pyrimidin-4-yl)-N4-((1s,4s)-4-fluorocyclohexyl)-5-(1-(2,2,2-trifluoroethyl)-1H-pyrazol-3-yl)pyridine-2,4-diamine